tert-Butyl (3-cyano-4-(3-((3R,4S)-3-(dimethylamino)-4-methoxypyrrolidin-1-yl)-5-fluoro-7,9-dihydrofuro[3,4-f]quinazolin-6-yl)-7-fluorothieno[3,2-c]pyridin-2-yl)carbamate C(#N)C1=C(SC2=C1C(=NC=C2F)C=2C1=C(C=3C=NC(=NC3C2F)N2C[C@H]([C@H](C2)OC)N(C)C)COC1)NC(OC(C)(C)C)=O